1-[(3R)-3-[6-(1-methylpyrazol-4-yl)pyrazolo[1,5-a]pyrazin-4-yl]oxyazepan-1-yl]prop-2-en-1-one CN1N=CC(=C1)C=1N=C(C=2N(C1)N=CC2)O[C@H]2CN(CCCC2)C(C=C)=O